tri(2,4-di-tert-butylbenzene) phosphite P(O)(O)O.C(C)(C)(C)C1=CC=CC(=C1)C(C)(C)C.C(C)(C)(C)C1=CC=CC(=C1)C(C)(C)C.C(C)(C)(C)C1=CC=CC(=C1)C(C)(C)C